C(C)OC(CN1N=CC(=C1)[C@H]1CC2(CC(C2)(F)F)CCN1CC1=C2C=CN(C2=C(C=C1OC)C)C(=O)OC(C)(C)C)=O tert-butyl (R)-4-((6-(1-(2-ethoxy-2-oxoethyl)-1H-pyrazol-4-yl)-2,2-difluoro-7-azaspiro[3.5]nonan-7-yl)methyl)-5-methoxy-7-methyl-1H-indole-1-carboxylate